2-[5-[(3S)-3-(tert-butoxycarbonylamino)pyrrolidin-1-yl]sulfonylindol-1-yl]propanoic acid C(C)(C)(C)OC(=O)N[C@@H]1CN(CC1)S(=O)(=O)C=1C=C2C=CN(C2=CC1)C(C(=O)O)C